linoleic acid alpha-ketoglutarate O=C(C(=O)O)CCC(=O)O.C(CCCCCCC\C=C/C\C=C/CCCCC)(=O)O